1,2-Dimyristyl-sn-glycerol C(CCCCCCCCCCCCC)OC[C@@H](OCCCCCCCCCCCCCC)CO